((3R,5R)-3-amino-5-fluoropiperidin-1-yl)(7-methoxy-1-methyl-2-(1-((1-methyl-1H-pyrazol-4-yl)methyl)-2,3-dihydro-1H-pyrrolo[1,2,3-de]quinoxalin-5-yl)-1H-benzo[d]imidazol-5-yl)methanone N[C@H]1CN(C[C@@H](C1)F)C(=O)C1=CC2=C(N(C(=N2)C2=CC=3C=4N2CCN(C4C=CC3)CC=3C=NN(C3)C)C)C(=C1)OC